tert-butyl 5-hydroxy-6,8-dihydro-5H-1,7-naphthyridine-7-carboxylate OC1C=2C=CC=NC2CN(C1)C(=O)OC(C)(C)C